1-(2,4-difluorophenyl)-3-(dimethylamino)-10-(trifluoromethyl)-3,4-dihydro-2H,6H-[1,4]thiazepino[2,3,4-ij]quinazolin-6-one FC1=C(C=CC(=C1)F)S1CC(CN2C(N=CC3=CC(=CC1=C23)C(F)(F)F)=O)N(C)C